C(C=C)SSC=CC allyl-propenyl disulfide